C(CCCCCCCCCCC)OCC(P(O)(O)=O)P(O)(O)=O dodecyloxyethylidenediphosphonic acid